butyl (4-((1-(2-(2,6-dioxopiperidin-3-yl)-1,3-dioxoisoindolin-4-yl)piperidin-4-yl)methyl)phenyl)carbamate O=C1NC(CCC1N1C(C2=CC=CC(=C2C1=O)N1CCC(CC1)CC1=CC=C(C=C1)NC(OCCCC)=O)=O)=O